1-((3S,4S)-4-(3-((4-amino-7-methyl-5-(4-phenoxyphenyl)-7H-pyrrolo[2,3-d]pyrimidin-6-yl)ethynyl)azetidin-1-yl)-3-hydroxypiperidin-1-yl)prop-2-en-1-one NC=1C2=C(N=CN1)N(C(=C2C2=CC=C(C=C2)OC2=CC=CC=C2)C#CC2CN(C2)[C@@H]2[C@H](CN(CC2)C(C=C)=O)O)C